5-(4-((8-fluoro-3-isopropyl-2,4-dioxo-1,2,3,4-tetrahydroquinazolin-7-yl)methyl)piperazin-1-yl)-N-methylpicolinamide FC=1C(=CC=C2C(N(C(NC12)=O)C(C)C)=O)CN1CCN(CC1)C=1C=CC(=NC1)C(=O)NC